6-fluoro-5-(1-(2-fluoroethyl)-1H-benzo[d][1,2,3]triazol-6-yl)-4-methoxy-N-(2-oxaspiro[3.5]nonan-7-yl)pyrrolo[2,1-f][1,2,4]triazin-7-d-2-amine FC=1C(=C2C(=NC(=NN2C1[2H])NC1CCC2(COC2)CC1)OC)C=1C=CC2=C(N(N=N2)CCF)C1